Methyl 4-chloro-2-(4-fluoro-2-methylphenoxy)-5-(trifluoromethyl)benzoate ClC1=CC(=C(C(=O)OC)C=C1C(F)(F)F)OC1=C(C=C(C=C1)F)C